C(C)N1C2=C([C@@H]([C@H](C1=O)NC(C1=CC(=CC=C1)C(F)(F)F)=O)C1=CC=C(C=C1)F)C(=NN2CCC)C |r| N-[rac-(4S,5R)-7-ethyl-4-(4-fluorophenyl)-3-methyl-6-oxo-1-propyl-4,5-dihydropyrazolo[3,4-b]pyridine-5-yl]-3-(trifluoromethyl)benzamide